FC1=C(C=C(C=C1)F)C1SCCCS1 2-(2,5-difluorophenyl)-1,3-dithiane